C(CCCCCCCCCCCCCCCCCCCCCCCCCCCCCCCC)OC(CCCCCCC\C=C/CCCC)=O.CN(CCNC=C1CCC(CC1)C1=C(C=CC(=C1)C(F)(F)F)F)C 2-(((2-(dimethylamino)ethyl)amino)methylene)-5-(2-fluoro-5-(trifluoromethyl)phenyl)cyclohexane tritriacontyl-myristoleate